2-(4,4-difluoro-3-methylpiperidin-1-yl)-5,5,7,7-tetramethyl-5,6,7,8-tetrahydroquinoline-3-carboxamide FC1(C(CN(CC1)C1=NC=2CC(CC(C2C=C1C(=O)N)(C)C)(C)C)C)F